CN1C[C@@H](CCC1)NC=1N=NC(=C2C1SC=C2)C2=C(C=C(C=C2)C(F)(F)F)O (R)-2-(7-((1-Methylpiperidin-3-yl)amino)thieno[2,3-d]pyridazin-4-yl)-5-(trifluoromethyl)phenol